ClCC(=O)NC(O)=O (CHLOROACETYL)CARBAMIC ACID